N-(6-bromo-8,9-dihydroimidazo[1',2':1,6]pyrido[2,3-d]pyrimidin-2-yl)thiazol-5-amine BrC1=CC2=C(N=C(N=C2)NC2=CN=CS2)N2C1=NCC2